N-(3-chloro-5-(methylsulfonamido)phenyl)-4-(5-fluoro-3-((3-fluoro-5-(S-methylsulfonimidoyl)benzyl)oxy)pyridin-2-yl)-5-methylthiophene-2-carboxamide ClC=1C=C(C=C(C1)NS(=O)(=O)C)NC(=O)C=1SC(=C(C1)C1=NC=C(C=C1OCC1=CC(=CC(=C1)S(=O)(=N)C)F)F)C